3-phenyl-1-propylboronic acid pinacol ester C1(=CC=CC=C1)CCCB1OC(C)(C)C(C)(C)O1